5-((4-(8-fluoro-7-methyl-[1,2,4]triazolo[1,5-a]pyridin-6-yl)piperidin-1-yl)sulfonyl)-2-methyloxazole FC=1C=2N(C=C(C1C)C1CCN(CC1)S(=O)(=O)C1=CN=C(O1)C)N=CN2